4-(3-Chloroanilino)-2'-{(2R)-2-phenyl-3-[(pyridin-4-yl)oxy]propyl}-2',3'-dihydrospiro[cyclohexane-1,1'-indene]-4-carboxylic acid ClC=1C=C(NC2(CCC3(C(CC4=CC=CC=C34)C[C@@H](COC3=CC=NC=C3)C3=CC=CC=C3)CC2)C(=O)O)C=CC1